C(CCCCC)C(C(=O)OCCCCCCN(CCCCCCOC(C(CCCCCCCC)CCCCCC)=O)CCCCN(C)CCCCC(=O)N(CCCCCCCCCC)CCCCCCCCCC)CCCCCCCC ((4-((5-(didecylamino)-5-oxopentyl)(methyl)amino)butyl)azanediyl)bis(hexane-6,1-diyl) bis(2-hexyldecanoate)